2,2',2'',2'''-((((2-(3-(2-((2-(bis(cyanomethyl)amino)ethyl)(cyanomethyl)amino)ethyl)-2-oxoimidazolidin-1-yl)ethyl)azanediyl)bis(ethane-2,1-diyl))bis(azanetriyl))tetraacetonitrile C(#N)CN(CCN(CCN1C(N(CC1)CCN(CCN(CC#N)CC#N)CCN(CC#N)CC#N)=O)CC#N)CC#N